C1OCC(N2C1CNCC2)=O 6,7,9,9a-tetrahydro-1H-pyrazino[2,1-c][1,4]oxazin-4-one